[Na+].[Na+].C(C)(=O)N[C@@H](CSSC[C@@H](C(=O)[O-])NC(C)=O)C(=O)[O-] N,N'-diacetyl-L-cystine, disodium salt